S1C=C(C=C1)C1=NNC2=NC=CC(=C21)C2=CC=C(C=C2)NC(C)=O N-[4-[3-(3-thienyl)-1H-pyrazolo[3,4-b]pyridin-4-yl]phenyl]acetamide